C1(=CC=CC=C1)C1=NC(=CC(=N1)C1=C(C=C(C(=C1)C1=CC=C(C=C1)N1C2=CC=CC=C2C=2C=C(C=CC12)C1=CC=CC=C1)C1=CC=C(C=C1)N1C2=CC=CC=C2C=2C=C(C=CC12)C1=CC=CC=C1)C#N)C1=CC=CC=C1 5'-(2,6-diphenylpyrimidin-4-yl)-4,4''-bis(3-phenyl-9H-carbazol-9-yl)-[1,1':2',1''-terphenyl]-4'-carbonitrile